CNCC1=CC=CC2=CC=CC=C12 methyl-1-naphthylmethylamine